6-(tert-butoxycarbonyl)-2,2-diphenylbenzo[d][1,3]dioxol-4-yl 7-(allyloxy)-2,2-diphenylbenzo[d][1,3]dioxole-5-carboxylate C(C=C)OC1=CC(=CC2=C1OC(O2)(C2=CC=CC=C2)C2=CC=CC=C2)C(=O)OC2=CC(=CC=1OC(OC12)(C1=CC=CC=C1)C1=CC=CC=C1)C(=O)OC(C)(C)C